Cl.N1(CCNCC1)C1=C(C#N)C=C(C=N1)C(F)(F)F 2-(piperazin-1-yl)-5-(trifluoromethyl)nicotinonitrile hydrochloride